ethyl P-((5-(5-(chlorodifluoromethyl)-1,2,4-oxadiazol-3-yl)pyridin-2-yl)methyl)-N-(3-chlorophenyl)phosphonamidate ClC(C1=NC(=NO1)C=1C=CC(=NC1)CP(OCC)(=O)NC1=CC(=CC=C1)Cl)(F)F